C(CC=CC=CCC)(=O)O octa-3,5-dienoic acid